ClC1=C(C=CC(=C1)C(F)(F)F)NC(CN1C(=C(C(C=2C1=NC=C(N2)N(C)C)=O)N2C(CN(CC2)C(=O)C2=NC=NC(=C2O)C)C)CC)=O N-(2-chloro-4-(trifluoromethyl)phenyl)-2-(2-(dimethylamino)-6-ethyl-7-(4-(5-hydroxy-6-methylpyrimidine-4-carbonyl)-2-methylpiperazin-1-yl)-8-oxopyrido[2,3-b]pyrazin-5(8H)-yl)acetamide